bis(4-(2-(4-hydroxyphenyl) propan-2-yl) phenyl) furan-2,5-dicarboxylate O1C(=CC=C1C(=O)OC1=CC=C(C=C1)C(C)(C)C1=CC=C(C=C1)O)C(=O)OC1=CC=C(C=C1)C(C)(C)C1=CC=C(C=C1)O